5-methanesulfonyl-2-[(3-{4-[(1-methylpiperidin-4-yl)amino]-1-(2,2,2-trifluoroethyl)-1H-indol-2-yl}prop-2-yn-1-yl)amino]phenol CS(=O)(=O)C=1C=CC(=C(C1)O)NCC#CC=1N(C2=CC=CC(=C2C1)NC1CCN(CC1)C)CC(F)(F)F